C[C@@H]1N(C[C@H](N(C1)CC1CCOCC1)C)C(=O)N1C(C=2NN=C(C2C1)NC1=NC=CC(=N1)OC)(C)C 5-{[(2S,5R)-2,5-dimethyl-4-(tetrahydro-2H-pyran-4-ylmethyl)piperazin-1-yl]carbonyl}-N-(4-methoxypyrimidin-2-yl)-6,6-dimethyl-1,4,5,6-tetrahydropyrrolo[3,4-c]pyrazol-3-amine